O=C1NC(CCC1N1C(N(C2=C1C=CC(=C2)N2CCN(CC2)C(=O)OC(C)(C)C)C)=O)=O Tert-butyl 4-[1-(2,6-dioxo-3-piperidyl)-3-methyl-2-oxo-benzimidazol-5-yl]piperazine-1-carboxylate